(s)-2-(4-Isobutylphenyl)-2-(((2,2,2-trichloroethoxy)carbonyl)amino)propanoic acid C(C(C)C)C1=CC=C(C=C1)[C@](C(=O)O)(C)NC(=O)OCC(Cl)(Cl)Cl